C(C)NCC=1C=C(C=CC1)C1=CC(=CC=2C=COC21)COC2=C(C=CC=C2)CC(=O)O 2-(2-((7-(3-((ethylamino)methyl)phenyl)benzofuran-5-yl)methoxy)phenyl)acetic acid